C(#N)C1=C(N=C2N(C1=O)C=C(C=C2[C@@H](C)NC2=C(C(=O)O)C=CC=C2)C)NC[C@@H]2C(C2)(F)F 2-(((R)-1-(3-cyano-2-((((R)-2,2-difluorocyclopropyl)methyl)amino)-7-methyl-4-oxo-4H-pyrido[1,2-a]pyrimidin-9-yl)ethyl)amino)benzoic acid